1-(bromomethyl)-4-(difluoromethyl)-2-fluorobenzene BrCC1=C(C=C(C=C1)C(F)F)F